dodecylpropyl-dimethyl-amine oxide C(CCCCCCCCCCC)C[N+](C)(CCC)[O-]